N-(3-oxa-9-azabicyclo[3.3.1]nonan-7-yl)-9-fluoro-4,5-dihydro-1H,3H-[1,4]oxazepino[4,3-a]indole-11-carboxamide trifluoroacetate FC(C(=O)O)(F)F.C12COCC(CC(C1)NC(=O)C1=C3N(C=4C=CC(=CC14)F)CCCOC3)N2